2-(7-cyano-5-isopropylbenzo[b]thiophen-2-yl)-4-methylthiazole-5-carboxylic acid methyl ester COC(=O)C1=C(N=C(S1)C1=CC2=C(S1)C(=CC(=C2)C(C)C)C#N)C